[N+](=O)([O-])C1=C2CN(C(C2=CC=C1)=O)[C@@H]1C(NC(CC1)=O)=O (S)-3-(4-nitro-1-oxoisoindolin-2-yl)piperidine-2,6-dione